(4-bromo-3-(trifluoromethyl)phenyl)piperidine-2-carboxamide BrC1=C(C=C(C=C1)N1C(CCCC1)C(=O)N)C(F)(F)F